FC=1C=NN(C1)C=1C=C(N=NC1C)C=1C(NC(NC1)=O)=O 5-(5-(4-fluoro-1H-pyrazol-1-yl)-6-methylpyridazin-3-yl)pyrimidine-2,4(1H,3H)-dione